C(C1=CC=CC=C1)[C@H](NC(OC(C)(C)C)=O)C(NCCOCCOCCOCCC(=O)OCC=C)=O Allyl (S)-6-benzyl-2,2-dimethyl-4,7-dioxo-3,11,14,17-tetraoxa-5,8-diazaicosan-20-oate